FC(OC1(C(=CC=CC1N)C1=C(C=CC=C1)OC(F)(F)F)N)(F)F 2,2'-bis(trifluoromethoxy)-biphenyl-diamine